N1(CCCC=CC1)C(=O)[O-] 2,3,4,7-tetrahydro-1H-azepine-1-carboxylate